CC1=CC=2C3=C(C(=NC2C=C1)C1=CC=CC=C1)CN(C3=O)S(=O)(=O)C3=CC=C(C=C3)C 2,3-dihydro-8-methyl-2-[(4-methylphenyl)sulfonyl]-4-phenyl-1H-pyrrolo[3,4-c]quinolin-1-one